dicyclohexyl-[2',4',6'-tris(prop-2-yl)-[1,1'-biphenyl]-2-yl]phosphine C1(CCCCC1)P(C1=C(C=CC=C1)C1=C(C=C(C=C1C(C)C)C(C)C)C(C)C)C1CCCCC1